C(N)(OC(C)(C)C)=O tert-butyl (9e)-carbamate